CN1C[C@@H](CC1)COC=1C(=CC(=NC1)C#CC)C1=CC=2N(C=C1)N=C(C2)NC(=O)C2CC2 (R)-N-(5-(5-((1-methylpyrrolidin-3-yl)methoxy)-2-(prop-1-yn-1-yl)pyridin-4-yl)pyrazolo[1,5-a]pyridin-2-yl)cyclopropanecarboxamide